NC1=CC=C(OC2=CC=C(C=C2)S(=O)(=O)C2=CC=C(C=C2)OC2=CC=C(C=C2)N)C=C1 (4-(4-aminophenoxy)phenyl)sulfone